(S)-(4-(4-fluorobenzo[d]thiazol-2-yl)-6,7-dihydro-1H-imidazo[4,5-c]pyridin-5(4H)-yl)(4-phenyloxazol-5-yl)methanone FC1=CC=CC2=C1N=C(S2)[C@H]2N(CCC1=C2N=CN1)C(=O)C1=C(N=CO1)C1=CC=CC=C1